ethyl 2-(3-(3-(tert-butoxycarbonyl)phenyl)ureido)-4-methylthiophene-3-carboxylate C(C)(C)(C)OC(=O)C=1C=C(C=CC1)NC(NC=1SC=C(C1C(=O)OCC)C)=O